(2S,3R,4S,5S)-4-[[3-(2-Ethoxy-3,4-difluoro-phenyl)-4,5-dimethyl-5-(trifluoromethyl)tetrahydrofuran-2-carbonyl]amino]-1-oxido-pyridin-1-ium-2-carboxamid C(C)OC1=C(C=CC(=C1F)F)[C@@H]1[C@H](O[C@@]([C@H]1C)(C(F)(F)F)C)C(=O)NC1=CC(=[N+](C=C1)[O-])C(=O)N